(S)-7-(1-(4-amino-3-(5-fluoro-6-isopropoxypyridin-3-yl)-1H-pyrazolo[3,4-d]pyrimidin-1-yl)ethyl)-6-(3-fluorophenyl)-3-methyl-5H-thiazolo[3,2-a]pyrimidin-5-one NC1=C2C(=NC=N1)N(N=C2C=2C=NC(=C(C2)F)OC(C)C)[C@@H](C)C=2N=C1N(C(C2C2=CC(=CC=C2)F)=O)C(=CS1)C